N-{[(2S)-oxacyclopentan-2-yl]methyl}-4,5-dihydro-2H-furo[2,3-g]indazole-7-carboxamide O1[C@@H](CCC1)CNC(=O)C1=CC2=C(CCC3=CNN=C23)O1